5-(1-naphthyl)-9,9-dioxo-2-oxa-9λ6-thia-6,8,15,23-tetrazatetracyclo[15.3.1.13,7.110,14]tricosa-1(20),3,5,7(23),10(22),11,13,17(21),18-nonaen-16-one C1(=CC=CC2=CC=CC=C12)C=1C=C2OC3=CC=CC(C(NC4=CC=CC(S(NC(N1)=N2)(=O)=O)=C4)=O)=C3